C(C)ONC(C1=CC=CC=C1)C1=CC=CC=C1 ethoxy-benzhydrylamine